ethyl 1-(1-(o-tolyl) ethyl)-1H-imidazole-5-carboxylate C1(=C(C=CC=C1)C(C)N1C=NC=C1C(=O)OCC)C